tert-butyl N-[1-(8-bromocinnolin-5-yl) piperidin-4-yl]-N-ethylcarbamate BrC=1C=CC(=C2C=CN=NC12)N1CCC(CC1)N(C(OC(C)(C)C)=O)CC